2-hexyloctyl (S)-2-amino-3-(3,5-difluorophenyl)propanoate N[C@H](C(=O)OCC(CCCCCC)CCCCCC)CC1=CC(=CC(=C1)F)F